FC1=C(C=CC=C1)C1=NC(=NC=2[C@]3([C@H](CCC12)[C@H](C(C(=C3)C#N)=O)C)C)C=3C=C1C=CC=NC1=CC3 (6aR,7R,10aS)-4-(2-fluorophenyl)-7,10a-dimethyl-8-oxo-2-(quinolin-6-yl)-5,6,6a,7,8,10a-hexahydrobenzo[h]quinazoline-9-carbonitrile